2-((benzyloxy)methyl)-4-((1-((2-hydroxyethyl)sulfonyl)-2-methylpropan-2-yl)oxy)-2-(3-((1-(methoxycarbonyl)cyclopropyl)methyl)phenyl)butanoic acid C(C1=CC=CC=C1)OCC(C(=O)O)(CCOC(CS(=O)(=O)CCO)(C)C)C1=CC(=CC=C1)CC1(CC1)C(=O)OC